COC=1C=C(C=CC1OC)C1=NN(C2=C1C=NC=1C(=CC=CC21)OC)C2=CC=C1CCNCC1=C2 7-[3-(3,4-dimethoxyphenyl)-6-methoxy-1H-pyrazolo[4,3-c]quinolin-1-yl]-1,2,3,4-tetrahydroisoquinoline